N1=CC=C(C=C1)\C=C\C1=CC=NC=C1 trans-1,2-bis(4-pyridyl)ethene